7-chloro-5-(2,3-dimethylphenyl)imidazo[1,2-a]quinoxalin-4(5H)-one ClC=1C=C2N(C(C=3N(C2=CC1)C=CN3)=O)C3=C(C(=CC=C3)C)C